ClC=1C=C(C(=NC1N1N=CC(=N1)C)C)NC(=O)C=1C=NN(C1C(F)(F)F)C1=C2C=CNC(C2=CC=C1)=O N-(5-chloro-2-methyl-6-(4-methyl-2H-1,2,3-triazol-2-yl)pyridin-3-yl)-1-(1-oxo-1,2-dihydroisoquinolin-5-yl)-5-(trifluoromethyl)-1H-pyrazole-4-carboxamide